7-(3,4-dimethoxyphenyl)-N-(5-fluoro-2-methylphenyl)pyrazolo[1,5-a]pyrimidine COC=1C=C(C=CC1OC)C1=CC=NC=2N1N(CC2)C2=C(C=CC(=C2)F)C